OCCOC1=CC=NC=2N(C(N=C(C21)N2CC(N(CC2C)C(=O)[O-])C)=O)C=2C(=NC=CC2)C(C)C 4-(2-hydroxyethoxy-2-isopropylpyridin-3-yl-2-oxo-1,2-dihydropyrido[2,3-d]pyrimidin-4-yl)-2,5-dimethylpiperazine-1-carboxylate